8-(4-(4-(6-((2-(2,6-dioxopiperidin-3-yl)-1-oxoisoindolin-5-yl)amino)hexanoyl)piperazin-1-yl)piperidin-1-yl)-9-ethyl-6,6-dimethyl-11-oxo-6,11-dihydro-5H-benzo[b]carbazole-3-carbonitrile O=C1NC(CCC1N1C(C2=CC=C(C=C2C1)NCCCCCC(=O)N1CCN(CC1)C1CCN(CC1)C=1C(=CC2=C(C(C=3NC4=CC(=CC=C4C3C2=O)C#N)(C)C)C1)CC)=O)=O